2-(3,4-dichlorophenoxy)-N-[3-(5-ethoxy-2H-indazol-2-yl)bicyclo[1.1.1]pentan-1-yl]acetamide ClC=1C=C(OCC(=O)NC23CC(C2)(C3)N3N=C2C=CC(=CC2=C3)OCC)C=CC1Cl